BrC1=CC=C2C(=CN(C2=C1)CC1(CC1)C(=O)O)C(=O)C1COC2=CC=C(C=C2C1)Cl 1-((6-bromo-3-(6-chlorochromane-3-carbonyl)-1H-indol-1-yl)methyl)cyclopropane-1-carboxylic acid